COC[C@@H](COCCC(=O)N1CCN(CC1)C1=NC=C(N=C1)C)NC1=C(C(NN=C1)=O)C(F)(F)F (S)-5-((1-Methoxy-3-(3-(4-(5-methylpyrazin-2-yl)piperazin-1-yl)-3-oxopropoxy)propan-2-yl)amino)-4-(trifluoromethyl)pyridazin-3(2H)-one